3-isobutoxycyclobutane-1-carboxylic acid C(C(C)C)OC1CC(C1)C(=O)O